dibenzyl (S)-2-((1-cyclopropyl-6-fluoro-3-(methoxycarbonyl)-4-oxo-1,4-dihydroquinolin-7-yl)carbamoyl)piperazine-1,4-dicarboxylate C1(CC1)N1C=C(C(C2=CC(=C(C=C12)NC(=O)[C@H]1N(CCN(C1)C(=O)OCC1=CC=CC=C1)C(=O)OCC1=CC=CC=C1)F)=O)C(=O)OC